1-(6-chloropyridazin-4-yl)-N-[(1R)-1-[2-fluoro-3-(difluoromethyl)phenyl]ethyl]-6-oxo-pyridazine-3-carboxamide ClC1=CC(=CN=N1)N1N=C(C=CC1=O)C(=O)N[C@H](C)C1=C(C(=CC=C1)C(F)F)F